CC1=NN(C2=NC(=NC=C21)NC=2C(=CC=1N(C2)N=CN1)C)C1CCC(CC1)O (1r,4r)-4-(3-methyl-6-((7-methyl-[1,2,4]triazolo[1,5-a]pyridin-6-yl)amino)-1H-pyrazolo[3,4-d]pyrimidin-1-yl)cyclohexan-1-ol